N-({(3S,4R)-2-[5-Chloro-2-(2H-1,2,3-triazol-2-yl)benzoyl]-4-methyl-2-azabicyclo[3.1.1]heptan-3-yl}methyl)-6-fluoro-1,3-benzothiazol-2-amin ClC=1C=CC(=C(C(=O)N2C3CC([C@H]([C@H]2CNC=2SC4=C(N2)C=CC(=C4)F)C)C3)C1)N1N=CC=N1